4'-biphenyldiglycidyl ether C=12C(=CC=CC1)C1C(COCC3C(O3)C3=CC=C2C=C3)O1